O1CCN(CC1)C1=NNC=C1 3-morpholino-1H-pyrazol